4-cyclohexyl-4-methylpentane-2-one C1(CCCCC1)C(CC(C)=O)(C)C